Methyl (S)-4-(1-(2-(trifluoromethyl)-4-(3-(trifluoromethyl)benzyl)-4,5,6,7-tetrahydropyrazolo[1,5-a]pyrimidine-3-carboxamido)ethyl)benzoate FC(C1=NN2C(N(CCC2)CC2=CC(=CC=C2)C(F)(F)F)=C1C(=O)N[C@@H](C)C1=CC=C(C(=O)OC)C=C1)(F)F